C(CS(=O)(=O)[O-])S The molecule is an organosulfonate oxoanion that is the conjugate base of coenzyme M; major species at pH 7.3. It is a conjugate base of a coenzyme M.